1-(4-(8-((4-((1-methyl-1H-benzo[d][1,2,3]triazol-5-yl)oxy)-3-(trifluoromethyl)phenyl)amino)pyrimido[5,4-d]pyrimidin-2-yl)piperazin-1-yl)prop-2-en-1-one CN1N=NC2=C1C=CC(=C2)OC2=C(C=C(C=C2)NC2=NC=NC1=C2N=C(N=C1)N1CCN(CC1)C(C=C)=O)C(F)(F)F